C(#N)C1=C(C(=NC2=C(C=C(C=C12)C)C(C)=CC(C)(S(=O)N)C)N1CCOCC1)CC [1-(4-cyano-3-ethyl-6-methyl-2-morpholino-8-quinolyl)ethylidene]-2-methyl-propane-2-sulfinamide